CN1C(C=NC2=CC(=CC=C12)C(F)(F)F)=O 1-Methyl-6-(trifluoromethyl)quinoxalin-2(1H)-one